1,2,4-triazol-1-yl-1-N-cyclopropyl-N-methyl-pyrimidine-4-carboxamide N1(N=CN=C1)C1N(C=CC(=N1)C(=O)NC)C1CC1